2-[4-(6-Ethoxy-1'-methyl-6'-oxo-1',6'-dihydro-[3,4']bipyridinyl-3'-yl)-pyrazol-1-yl]-benzonitrile C(C)OC1=CC=C(C=N1)C=1C(=CN(C(C1)=O)C)C=1C=NN(C1)C1=C(C#N)C=CC=C1